(2-chloro-4-fluoropyridin-3-yl)boronic acid ClC1=NC=CC(=C1B(O)O)F